1-(2-aminoethyl)-3-(2-thienyl)-1,2-dihydroquinoxalin-2-one hydrochloride Cl.NCCN1C(C(=NC2=CC=CC=C12)C=1SC=CC1)=O